NC1=NC(=C(C(=C1N)C)C)C 2,3-diamino-4,5,6-trimethyl-pyridine